N-(1-Benzylpiperidin-4-yl)-3,3,5-trimethyl-2,3-dihydro-1H-pyrrolo[3,2-b]pyridine-1-carboxamide C(C1=CC=CC=C1)N1CCC(CC1)NC(=O)N1CC(C2=NC(=CC=C21)C)(C)C